CN(S(=O)(=O)C=1C=C(C=CC1)C=1N=NN(N1)CC1=CC=C(C(=O)NO)C=C1)C 4-[[5-[3-(dimethylaminosulfonyl)phenyl]tetrazol-2-yl]methyl]benzohydroxamic acid